1,3-Bis(1-methylethyl)benzen CC(C)C1=CC(=CC=C1)C(C)C